O=C1N(C=CC(N1)=O)CC(=O)NC1=C(C=C(C=C1)N1CCN(CC1)C(=O)OCC1=CC=CC=C1)F benzyl 4-[4-[[2-(2,4-dioxopyrimidin-1-yl)acetyl]amino]-3-fluoro-phenyl]piperazine-1-carboxylate